C1(CCCCC1)N.SC=1SC2=C(N1)C=CC=C2 2-mercaptobenzothiazole cyclohexylamine salt